FC1=C(C=CC(=N1)C(=O)NC=1C=NN(C1)C)N1CCN(CC1)CC1CC=2NC(C(=CC2CO1)C)=O 6-Fluoro-N-(1-methyl-1H-pyrazol-4-yl)-5-(4-((3-methyl-2-oxo-1,5,7,8-tetrahydro-2H-pyrano[4,3-b]pyridin-7-yl)methyl)piperazin-1-yl)picolinamide